(R)-3-(4-Cyclobutoxyphenylmethyl)-1-(4-fluorophenylmethyl)-1-((1-methylpyrrolidin-2-yl)methyl)urea C1(CCC1)OC1=CC=C(C=C1)CNC(N(C[C@@H]1N(CCC1)C)CC1=CC=C(C=C1)F)=O